tert-butyl ((3R,4R)-4-methoxypyrrolidin-3-yl)carbamate CO[C@H]1[C@@H](CNC1)NC(OC(C)(C)C)=O